Diphenyl-formic acid C1(=CC=CC=C1)OC(=O)C1=CC=CC=C1